CS(=O)(=O)OC([2H])([2H])C1(CCC=2N(C1)N=C(C2)C2=NC=C(C=C2)F)C([2H])([2H])[2H] (2-(5-fluoropyridin-2-yl)-6-(methyl-d3)-4,5,6,7-tetrahydropyrazolo[1,5-a]pyridin-6-yl)methyl-d2 methanesulfonate